OC1=C(C=CC(=C1)OCCCCCCCC)C1=NC(=NC(=N1)C1=C(C=C(C=C1)C(C)(C)C)C(C)(C)C)C1=C(C=C(C=C1)C(C)(C)C)C(C)(C)C 2-(2-hydroxy-4-octoxyphenyl)-4,6-bis(2,4-di-t-butylphenyl)s-triazine